CN1CCN(C2=C(C=CC=C12)C)S(=O)(=O)C=1C(=NC(=CC1)N1C=NC(=C1)C)C 1,5-dimethyl-4-{[2-methyl-6-(4-methyl-1H-imidazol-1-yl)pyridin-3-yl]sulfonyl}-1,2,3,4-tetrahydroquinoxaline